6-(4-aminophenyl)-1-(2,6-difluorobenzyl)-5-((dimethylamino)methyl)-3-(5-(oxetan-3-ylmethoxy)pyridin-2-yl)thieno[2,3-d]pyrimidine-2,4(1h,3h)-dione NC1=CC=C(C=C1)C1=C(C2=C(N(C(N(C2=O)C2=NC=C(C=C2)OCC2COC2)=O)CC2=C(C=CC=C2F)F)S1)CN(C)C